Tert-butyl 3-[[4-[1-(2,6-dioxo-3-piperidyl)-3-methyl-2-oxo-benzimidazol-5-yl]oxy-1-piperidyl]methyl]azetidine-1-carboxylate O=C1NC(CCC1N1C(N(C2=C1C=CC(=C2)OC2CCN(CC2)CC2CN(C2)C(=O)OC(C)(C)C)C)=O)=O